3-(5-(4-((5-chloroisoindolin-2-yl)methyl)-3-fluoropyridin-2-yl)-1-oxoisoindolin-2-yl)piperidine-2,6-dione ClC=1C=C2CN(CC2=CC1)CC1=C(C(=NC=C1)C=1C=C2CN(C(C2=CC1)=O)C1C(NC(CC1)=O)=O)F